1-tert-butyl-3-methyl-3-(prop-2-en-1-yl)azetidine C(C)(C)(C)N1CC(C1)(CC=C)C